C(C)(C)(C)OC(NC=1C=NN(C1C(F)(F)F)C1=NC=CN=C1)=O N-[1-(pyrazin-2-yl)-5-(trifluoromethyl)-1H-pyrazol-4-yl]carbamic acid tert-butyl ester